CN(C1=CC(=NC(=N1)C(F)(F)F)N1CCS(C2(C1)CCCCC2)(=O)=O)CC2CN(CCS2(=O)=O)S(=O)(=O)C 4-(6-(methyl((4-(methylsulfonyl)-1,1-dioxidothiomorpholin-2-yl)methyl)amino)-2-(trifluoromethyl)pyrimidin-4-yl)-1-thia-4-azaspiro[5.5]undecane 1,1-dioxide